2-[(1-methylcyclobutyl)amino]-1,3-thiazole-5-carboxamide CC1(CCC1)NC=1SC(=CN1)C(=O)N